COC=1C=CN(C1C1=C(C=C(C=C1F)F)F)S(=O)(=O)C=1C=NC(=CC1)OC 4-methoxy-1-((6-methoxypyridin-3-yl)sulfonyl)-5-(2,4,6-trifluorophenyl)-1H-pyrrole